ClC=1C=C(CNC(CNC2=C(C=CC=C2)NC(C)=O)=O)C=CC1 N-(3-chlorobenzyl)-2-((2-acetamidophenyl)amino)acetamide